BrC1=C(C(C(=O)OCCOCCO)=C(C(=C1Br)Br)Br)C(=O)OCC(C)O 2-(2-Hydroxyethoxy)ethyl 2-hydroxypropyl 3,4,5,6-tetrabromophthalate